2,2'-Bis(diphenyl-phosphino)-1,1'-binaphthyl C1(=CC=CC=C1)P(C1=C(C2=CC=CC=C2C=C1)C1=C(C=CC2=CC=CC=C12)P(C1=CC=CC=C1)C1=CC=CC=C1)C1=CC=CC=C1